ClC1=CC=C(C=C1)C1=NN(C[C@@H]1C1=CC=CC=C1)C1=NN(C(N1C)=O)CC1=CC=C(C=C1)OC 3-[(4S)-3-(4-chlorophenyl)-4-phenyl-4,5-dihydro-1H-pyrazol-1-yl]-1-[(4-methoxyphenyl)methyl]-4-methyl-4,5-dihydro-1H-1,2,4-triazol-5-one